ClC=1N=C(NC1C=1[C@H](CN(CC1)S(=O)(=O)N1CC(NCC1)=O)C)C1=NC=C(C=C1)F 4-[[(3R)-4-[4-Chloro-2-(5-fluoro-2-pyridyl)-1H-imidazol-5-yl]-3-methyl-3,6-dihydro-2H-pyridin-1-yl]sulfonyl]piperazin-2-one